[N+](=O)([O-])C=1C=C(C(=NC1)N)Br 5-nitro-3-bromopyridine-2-amine